6-chloro-N-methoxy-4-((2-methoxy-3-(1H-pyrazol-1-yl)phenyl)amino)nicotinamide ClC1=NC=C(C(=O)NOC)C(=C1)NC1=C(C(=CC=C1)N1N=CC=C1)OC